Cl.FC1(CCC(CC1)NC(=O)C=1SC=C(C1)[C@H]1[C@@H](C1)NC1CCOCC1)F N-(4,4-difluorocyclohexyl)-4-(trans-2-(tetrahydro-2H-pyran-4-ylamino)cyclopropyl)thiophene-2-carboxamide Hydrochloride